3-methoxy-5-(5-morpholino-1-(tetrahydrofuran-3-yl)-1H-imidazo[4,5-b]pyridin-2-yl)benzene-1,2-diol COC1=C(C(=CC(=C1)C=1N(C=2C(=NC(=CC2)N2CCOCC2)N1)C1COCC1)O)O